C(C)(=O)OC1C(OCC1)N1C2=NC(=NC(=C2N(C1=O)CCCC)OC)N 2-(2-amino-7-butyl-6-methoxy-8-oxo-7,8-dihydro-9H-purin-9-yl)tetrahydrofuran-3-yl acetate